methyl (E)-3-(2-amino-5-fluoropyridin-3-yl)acrylate NC1=NC=C(C=C1/C=C/C(=O)OC)F